bis(dimethylamino)methaniminium 1H-imidazole-1-carboxylate N1(C=NC=C1)C(=O)[O-].CN(C)C(=[NH2+])N(C)C